C(#N)C1=CC=C(OCC2=CC(=CC=C2)COC2=CC=C(C=C2)C#N)C=C1 1,3-bis{(4-cyano)-phenoxymethyl}-benzene